glycero-3-phosphoryl-choline OCC(O)COP(=O)(O)OCC[N+](C)(C)C